ClC=1C(=CC(=C(C1)NC1=CC=C(CNC(=O)C2CNC(C2)=O)C=C1)C)N1CCC(CC1)C N-(4-((5-chloro-2-methyl-4-(4-methylpiperidin-1-yl)phenyl)amino)benzyl)-5-oxopyrrolidine-3-carboxamide